(3S)-N-cyano-1-[(2R)-2-[[4-(2,6-dimethylphenyl)-7-quinolyl]oxy]propanoyl]piperidine-3-carboxamide C(#N)NC(=O)[C@@H]1CN(CCC1)C([C@@H](C)OC1=CC=C2C(=CC=NC2=C1)C1=C(C=CC=C1C)C)=O